3-(trimethoxysilyl)-N-(3-(trimethoxysilyl)propyl)propan-1-amine CO[Si](CCCNCCC[Si](OC)(OC)OC)(OC)OC